Tert-butyl [(1R,2R,3S,4S)-2,3-dihydroxy-4-{methyl[6-(2,2,2-trifluoroethyl)thieno[2,3-d]pyrimidin-4-yl]amino}cyclopentyl]carbamate O[C@@H]1[C@@H](C[C@@H]([C@@H]1O)N(C=1C2=C(N=CN1)SC(=C2)CC(F)(F)F)C)NC(OC(C)(C)C)=O